COC=1C(C(OC1C)C)=O 4-Methoxy-2,5-dimethyl-3(2H)-furanone